BrC1=CC(=C(C(=C1)C)NC(CC(C)(C)C)=O)C1CCC1 N-(4-bromo-2-cyclobutyl-6-methyl-phenyl)-3,3-dimethyl-butyramide